CN1C[C@@H]2[C@H](OCCN2C2=CC=C(N=N2)C2=C(C=C(C=C2C)C(F)(F)F)O)CC1 2-[6-[(4aR,8aR)-6-methyl-3,4a,5,7,8,8a-hexahydro-2H-pyrido[4,3-b][1,4]oxazin-4-yl]pyridazin-3-yl]-3-methyl-5-(trifluoromethyl)phenol